BrC=1C=C(C=CC1OC)C1=CC(=C(C=C1)OC)Br 3,3'-dibromo-4,4'-dimethoxybiphenyl